3-(7-acetyl-4-amino-3-((6-chloro-1-cyclopropyl-2-methyl-1H-benzo[d]imidazol-5-yl)ethynyl)-1H-pyrazolo[4,3-c]pyridin-1-yl)pyrrolidin C(C)(=O)C=1C2=C(C(=NC1)N)C(=NN2C2CNCC2)C#CC2=CC1=C(N(C(=N1)C)C1CC1)C=C2Cl